(2-(4-(1-(2,3-dihydrobenzofuran-6-yl)ethyl)piperazin-1-yl)pyrimidin-5-yl)(imino)(propyl)-λ6-sulfanone O1CCC2=C1C=C(C=C2)C(C)N2CCN(CC2)C2=NC=C(C=N2)S(=O)(CCC)=N